COC1=CC=2N(C=C1C(=O)NC1=NC(=CC=C1)OC)C=C(N2)C21COC(C2)(C1)C 7-methoxy-N-(6-methoxypyridin-2-yl)-2-(1-methyl-2-oxabicyclo[2.1.1]hexan-4-yl)imidazo[1,2-a]pyridine-6-carboxamide